N1=CC(=CC=C1)N1CCC(CC1)N1C(NC2=C1C=CC=C2)=O 1-(1-(pyridin-3-yl)piperidin-4-yl)-1H-benzo[d]imidazol-2(3H)-one